(2R,3R)-ethyl 1-benzamido-5-oxo-3-phenylpyrrolidine-2-carboxylate C(C1=CC=CC=C1)(=O)NN1[C@H]([C@H](CC1=O)C1=CC=CC=C1)C(=O)OCC